C(O)(=O)OC1=C(C=CC=C1)C1CC(N(C(C1)(C)C)OCCCCCCCCCCC)(C)C 2,2,6,6-tetramethyl-1-(undecyloxy)-4-piperidylphenol carbonate